2',5-Dichloro-2,4'-difluoro-N-(2-methylimidazo[1,2-b]pyridazin-7-yl)-[1,1'-biphenyl]-4-formamide ClC1=C(C=CC(=C1)F)C1=C(C=C(C(=C1)Cl)C(=O)NC1=CC=2N(N=C1)C=C(N2)C)F